FC1=CC=C(C=C1)C1=CC(=NS1)\C(\C)=N\OCC1=C(C=CC=C1C)\C(\C(=O)OC)=N/OC methyl (2E)-2-[2-[[(E)-1-[5-(4-fluorophenyl)isothiazol-3-yl]ethylidene-amino]oxymethyl]-3-methyl-phenyl]-2-methoxyimino-acetate